4-Methylpentan-1-ol CC(CCCO)C